tert-butyl 2-(4-amino-6-bromo-7-methoxy-9H-pyrimido[4,5-b]indol-9-yl)acetate NC1=NC=NC=2N(C3=CC(=C(C=C3C21)Br)OC)CC(=O)OC(C)(C)C